P(OC1C(N(C(CC1)(C)C)C)(C)C)([O-])[O-] (1,2,2,6,6-Pentamethylpiperidinyl) phosphite